O[C@@H]([C@H](CO[C@@H]1[C@@H]([C@H]([C@H]([C@H](C1)CO)O)O)O)NC(CCCCCCCCCCC1=CC=CC=C1)=O)[C@@H](CCCCCCCCCCCCCC)O N-((2S,3S,4R)-3,4-dihydroxy-1-{[(1S,2R,3S,4S,5R)-2,3,4-trihydroxy-5-(Hydroxymethyl)cyclohexyl]oxy}octadecane-2-yl)-11-phenylundecaneamide